CCCCC[Sn](CCCC)(CCCC)CC=C Methyl-allyl-tri-n-butyl-tin